BrC1=C(C=C2C(=NC=NC2=C1F)NC1CN(C1)C(=O)OC(C)(C)C)Cl tert-butyl 3-((7-bromo-6-chloro-8-fluoroquinazolin-4-yl)amino)azetidine-1-carboxylate